N-(5-cyano-4-(2-(dimethylamino)ethoxy)pyridin-2-yl)-2'-cyclopropyl-4'-(5-methyl-1,2,4-oxadiazol-3-yl)-[1,1'-biphenyl]-4-carboxamide C(#N)C=1C(=CC(=NC1)NC(=O)C1=CC=C(C=C1)C1=C(C=C(C=C1)C1=NOC(=N1)C)C1CC1)OCCN(C)C